OC1=C2C(=C(C(=C(C2=CC=C1)C1=CC=CC2=CC=CC=C12)OC)C=O)OC hydroxy-2-methoxyl-methoxy-1,1'-binaphthyl-3-formaldehyde